ClCCC1=CC=C(C(=C1)F)Cl 2,4-dichloro-5-fluoro-ethylbenzene